tert-butyl 4-[[3-[rac-1,2-dideuterio-1-methyl-ethyl]-6-(trifluoromethyl)imidazo[1,2-a]pyridin-8-yl]amino]piperidine-1-carboxylate [2H][C@](C[2H])(C)C1=CN=C2N1C=C(C=C2NC2CCN(CC2)C(=O)OC(C)(C)C)C(F)(F)F |r|